BrC=1C=C(C=CC1)C1=NC(=CC(=C1)C1=CC(=CC=C1)Br)C1=CC(=CC=C1)Br 2,4,6-tris(3-bromophenyl)pyridine